C(C1=CC=CC=C1)SC1=CC=C(C=C1)CNC(=O)C1=CC=C(C=C1)C1=CC=C(C=C1)C1=N[C@H](C=2N(C3=C1C(=C(S3)C)C)C(=NN2)C)CC(=O)OC methyl {(6S)-4-[4'-({[4-(benzylsulfanyl)phenyl]methyl}carbamoyl)[1,1'-biphenyl]-4-yl]-2,3,9-trimethyl-6H-thieno[3,2-f][1,2,4]triazolo[4,3-a][1,4]diazepin-6-yl}acetate